ClC=1C(=C(C(=O)N[C@H]2C[C@H](CCC2)NC2=CC(=NC3=CC=CC=C23)C(F)(F)F)C=CC1)I 3-chloro-2-iodo-N-[(1r,3s)-3-{[2-(trifluoromethyl)quinolin-4-yl]amino}cyclohexyl]benzamide